CN1N=CC(=C1)C1=CN=C(C(N1CC(=O)O)=O)NCCC1=CC=CC=C1 2-(6-(1-methyl-1H-pyrazol-4-yl)-2-oxo-3-(phenethylamino)pyrazin-1(2H)-yl)acetic acid